allyl (11aS)-11-((tert-butyldimethylsilyl)oxy)-8-hydroxy-7-methoxy-5-oxo-11,11a-dihydro-1H,3H-spiro[benzo[e]pyrrolo[1,2-a][1,4]diazepine-2,1'-cyclopropane]-10(5H)-carboxylate [Si](C)(C)(C(C)(C)C)OC1[C@H]2N(C(C3=C(N1C(=O)OCC=C)C=C(C(=C3)OC)O)=O)CC3(CC3)C2